OC1=CC=C2C(N(CC2=C1)C1C(NC(CC1)=O)=O)=O 3-(6-hydroxy-3-oxo-1H-isoindol-2-yl)piperidine-2,6-dione